FC1=C(C=C(C=C1)NC(=O)C1=C(N(C(=C1C)C(C(=O)NC[C@@H](C)O)=O)C)C)C (R)-N-(4-fluoro-3-methylphenyl)-5-(2-((2-hydroxypropyl)amino)-2-oxoacetyl)-1,2,4-trimethyl-1H-pyrrole-3-carboxamide